O1[C@H](COC2=C1C=CC=C2)C2=CC=C(CN1CCOCC1)C=C2 4-{4-[(2S)-2,3-dihydro-1,4-benzodioxin-2-yl]benzyl}morpholine